3-ketodihydrosphingosine CCCCCCCCCCCCCCCC(=O)[C@H](CO)N